CC(C(=O)OCC([NH+](C)C)CCC(=O)[O-])=C Carboxylatoethyldimethylammonioethyl 2-methyl-2-propenoate